CNC=1N=CC(=C2C=C(N=CC12)NC(=O)C1CC1)C#CC1=CC=C(C=C1)OC1CN(C1)S(=O)(=O)C N-(8-(methylamino)-5-((4-((1-(methylsulfonyl)azetidin-3-yl)oxy)phenyl)ethynyl)-2,7-naphthyridin-3-yl)cyclopropanecarboxamide